Cl.Cl.N1CCC(CC1)C1=NC=C(C=C1)N1CCCC1 2-(piperidin-4-yl)-5-(pyrrolidin-1-yl)pyridine dihydrochloride